ClC1=CC=C(C=C1)C1=CC2=C(N=CN(C2=O)[C@@H]2CN(C[C@H]2O)C(=O)OC(C)(C)C)C(=N1)C=1C=NC=CC1 tert-butyl (3R,4R)-3-(6-(4-chlorophenyl)-4-oxo-8-(pyridin-3-yl) pyrido[3,4-d]pyrimidin-3(4H)-yl)-4-hydroxypyrrolidine-1-carboxylate